BrC1=NC=C(C=C1C)OC 2-bromo-5-methoxy-3-methyl-pyridine